N1C=CC=2C(=CC=CC12)C(=O)NC(C(=O)O)CC1=CC=CC=C1 2-(1H-indole-4-carbonylamino)-3-phenylpropionic acid